4H-pyrido[1,2-a]pyrazine-1,4(6H)-dione C1(C=2N(C(C=N1)=O)CC=CC2)=O